N-methyl-4-(4,4,5,5-tetramethyl-1,3,2-dioxaborolan-2-yl)benzamide CNC(C1=CC=C(C=C1)B1OC(C(O1)(C)C)(C)C)=O